tert-butylisopropylperoxide C(C)(C)(C)OOC(C)C